N-(4-cyclopropyl-1-ethyl-5-methyl-1H-pyrazol-3-yl)-3,3-dimethylbutanamide C1(CC1)C=1C(=NN(C1C)CC)NC(CC(C)(C)C)=O